ClC=1C=C(C#N)C=C(C1)OC=1C=CC2=C([S@](C([C@@H]2F)(F)F)=O)C1C(F)F 3-chloro-5-(((1R,3R)-7-(difluoromethyl)-2,2,3-trifluoro-1-oxido-2,3-dihydrobenzo[b]-thiophen-6-yl)oxy)benzonitrile